9,9-bis(9-phenyl-9H-carbazolyl)fluorene C1(=CC=CC=C1)N1C2=CC=CC=C2C=2C=CC=C(C12)C1(C2=CC=CC=C2C=2C=CC=CC12)C1=CC=CC=2C3=CC=CC=C3N(C12)C1=CC=CC=C1